6-(2-Chloropyrimidin-4-yl)-8-fluoro-2,2-dimethyl-2,3-dihydrobenzo[4,5]imidazo[2,1-b]oxazole ClC1=NC=CC(=N1)C1=CC2=C(N=C3OC(CN32)(C)C)C(=C1)F